Butyric acid-d3 C(C(C(C)[2H])([2H])[2H])(=O)O